C1(CCCC1)N1C(C(=CC2=C1N=C(N=C2)N[C@@H]2CNC[C@H](C2)F)C2=C(C(=C(C=C2)NS(=O)(=O)CC2=CC=CC=C2)F)F)=O N-(4-(8-cyclopentyl-2-(((3S,5S)-5-fluoropiperidin-3-yl)amino)-7-oxo-7,8-dihydropyrido[2,3-d]pyrimidin-6-yl)-2,3-difluorophenyl)-1-phenylmethanesulfonamide